NCC1=C(CN(C(C)(C)C)C)C(=CC=C1F)F N-(2-(aminomethyl)-3,6-difluorobenzyl)-N,2-dimethylpropan-2-amine